C(#N)N1CCC(CC1)N1N=NC(=C1C)C=1C=C(C=2N(C1)N=CC2C#N)OC(C)C=2N=NN(C2)C(C)C 6-[1-(1-Cyano-4-piperidyl)-5-methyl-triazol-4-yl]-4-[1-(1-isopropyltriazol-4-yl)ethoxy]pyrazolo[1,5-a]pyridine-3-carbonitrile